O=C1NCCCC1N1C(C2=CC=CC=C2C1=O)=O 2-(2-oxopiperidin-3-yl)isoindolin-1,3-dione